ClC=1C=NN(C(C1Cl)=O)[C@@H](C(=O)NC1=CC(=C(C=C1)C)S(=O)(=O)N1CCN(CCC1)C)COC |r| (rac)-2-(4,5-dichloro-6-oxo-pyridazin-1-yl)-3-methoxy-N-[4-methyl-3-[(4-methyl-1,4-diazepan-1-yl)sulfonyl]phenyl]propanamide